2-{[4-(1-methyl-1H-1,3-benzodiazol-5-yl)-1-oxo-2,3-dihydro-1H-isoindol-2-yl]methyl}prop-2-enenitrile CN1C=NC2=C1C=CC(=C2)C2=C1CN(C(C1=CC=C2)=O)CC(C#N)=C